tert-Butyl 4-[2-(2,6-dioxopiperidin-3-yl)-1,3-dioxo-2,3-dihydro-1H-isoindol-5-yl]piperazine-1-carboxylate tert-Butyl-piperazine-1-carboxylate C(C)(C)(C)OC(=O)N1CCNCC1.O=C1NC(CCC1N1C(C2=CC=C(C=C2C1=O)N1CCN(CC1)C(=O)OC(C)(C)C)=O)=O